C(CC(O)(C(=O)O)CC(=O)O)(=O)O.C(C(O)C)(=O)OCC(O)CO Glyceryl Lactat Citrat